Cl.CC1=CC=C(C=N1)CN1N=CC(=C1)CN (1-((6-methylpyridin-3-yl)methyl)-1H-pyrazol-4-yl)methylamine hydrochloride